FC=1C=C(CC2=NC=CC(=C2)N2N=CC=3C(NCCC32)=O)C=C(C1)C(C)C 1-(2-(3-fluoro-5-isopropylbenzyl)pyridin-4-yl)-1,5,6,7-tetrahydro-4H-pyrazolo[4,3-c]pyridin-4-one